C(C1=CC=CC=C1)OC(=O)N1CCC2(C(CNC2=O)O)CC1 4-hydroxy-1-oxo-2,8-diazaspiro[4.5]decane-8-carboxylic acid benzyl ester